NCC12CN(C(C1)(C2)C(=O)OC)C(=O)OCC2=CC=CC=C2 2-O-benzyl 1-O-methyl 4-(aminomethyl)-2-azabicyclo[2.1.1]hexane-1,2-dicarboxylate